(±)-2-(p-tolyl)propanoic acid C1(=CC=C(C=C1)[C@H](C(=O)O)C)C |r|